1,3,5-tris(hydroxyethyl)-hexahydros-triazine OCCN1CN(CN(C1)CCO)CCO